Cl.NCCC1=CNC2=CC=CC=C12 tryptamine HCL